NCCCCCCCSC1=C2CN(C(C2=CC=C1)=O)C1C(NC(CC1)=O)=O 3-(4-((7-aminoheptyl)thio)-1-oxoisoindolin-2-yl)piperidine-2,6-dione